4-(3-methyl-2,5-dioxopyrrolidin-3-yl)benzoic acid CC1(C(NC(C1)=O)=O)C1=CC=C(C(=O)O)C=C1